FC=1C=C(C=CC1C1=NC=2C=CNC(C2C(=C1)NC1=NC=C(C=C1)C1(CCN(CC1)C)O)=O)NC(=O)C1CCCCC1 N-(3-fluoro-4-(4-((5-(4-hydroxy-1-methyl-piperidin-4-yl)pyridin-2-yl)amino)-5-oxo-5,6-dihydro-1,6-naphthyridin-2-yl)phenyl)cyclohexane-carboxamide